Rac-(5r,7r,8r)-8-(5-bromo-6-methoxy-2H-indazol-2-yl)-1,7-dimethyl-1-azaspiro[4.5]Decan-2-one BrC1=CC2=CN(N=C2C=C1OC)[C@H]1[C@@H](C[C@]2(CCC(N2C)=O)CC1)C |r|